C(C1=CC=CC=C1)OC=1C(=CC(=NC1)C(=O)OC)Br methyl 5-(benzyloxy)-4-bromopyridinecarboxylate